CN1C=CC2=CC(=CC(=C12)[N+](=O)[O-])C(=O)O.[N+](=O)([O-])C=1C=C(C=C2C=CNC12)C(=O)OC Methyl 7-nitro-1H-indole-5-carboxylate {methyl 7-nitro-1H-indole-5-carboxylate}